6-(2-chloroethyl)-2,6-diazaspiro[3.3]Heptane-2-carboxylic acid tert-butyl ester C(C)(C)(C)OC(=O)N1CC2(C1)CN(C2)CCCl